OCCCC1=C2C(=CN=CC2=CC=C1)NC(OC(C)(C)C)=O tert-butyl (5-(3-hydroxypropyl)isoquinolin-4-yl)carbamate